FC=1C=C(C=CC1F)CN 1-(3,4-difluorophenyl)methylamine